N1-methyl-N2-(3-methyl-1-(3-methyl-5,6-dihydro-4H-cyclopenta[d]isoxazol-6-yl)-1H-pyrazol-4-yl)-5-(trifluoromethyl)pyrimidine-2,4-diamine CN1C(N=C(C(=C1)C(F)(F)F)N)NC=1C(=NN(C1)C1CCC=2C(=NOC21)C)C